C1(=CC=CC=C1)[C@H]1[C@@H](C1)NC(=O)NCC1=CC(=NC=C1)OC(C)C 1-[(1R,2S)-2-phenylcyclopropyl]-3-[(2-propan-2-yloxypyridin-4-yl)methyl]urea